FC1=CC(=C(C(=O)OC)C=C1)CN(C(C1=C(N=CC(=C1)F)OC)=O)C methyl 4-fluoro-2-((5-fluoro-2-methoxy-N-methylnicotinamido)methyl)benzoate